ethyl 4-(4,4-difluoroazepan-1-yl)-6-methyl-2-(methylthio)pyrimidine-5-carboxylate FC1(CCN(CCC1)C1=NC(=NC(=C1C(=O)OCC)C)SC)F